8-Methyl-2-[(3-methyloxetan-3-yl)methyl]-N-[(2S)-tetrahydrofuran-2-ylmethyl]-4,5-dihydro-2H-furo[2,3-g]indazol-7-carboxamid CC1=C(OC=2CCC3=CN(N=C3C21)CC2(COC2)C)C(=O)NC[C@H]2OCCC2